oxobis-(N-methylphthalimide) O(C1=C2C(C(=O)N(C2=O)C)=CC=C1)C1=C2C(C(=O)N(C2=O)C)=CC=C1